Methyldodecylxylol CC=1C(=C(C(=CC1)C)C)CCCCCCCCCCCC